C(C)(C)(C)OC(N[C@H]1CN([C@@H](CC1)C=1OC(=NN1)C1=CC=C(C=C1)Cl)CC)=O N-[(3R,6S)-6-[5-(4-chlorophenyl)-1,3,4-oxadiazol-2-yl]-1-ethylpiperidin-3-yl]Carbamic acid tert-butyl ester